N-{3-[(2R)-2-(tetrahydropyran-2-yloxy)propoxy]-1-[(1R,4R)-4-[(2R,6S)-2,6-dimethylmorpholin-4-yl]cyclohexyl]-1H-pyrazol-4-yl}pyrimidin-2-amine O1C(CCCC1)O[C@@H](COC1=NN(C=C1NC1=NC=CC=N1)C1CCC(CC1)N1C[C@H](O[C@H](C1)C)C)C